methyl 1-methyl-3-(2-oxoethyl)-1H-pyrazole-5-carboxylate CN1N=C(C=C1C(=O)OC)CC=O